2-chloro-4-(difluoromethoxy)-3-methylsulfonyl-N-(1-methyltetrazol-5-yl)benzamide ClC1=C(C(=O)NC2=NN=NN2C)C=CC(=C1S(=O)(=O)C)OC(F)F